[Ag].SC(CCCCC)S dimercaptohexane silver